6-(methoxycarbonyl)-2-naphthoic acid COC(=O)C=1C=C2C=CC(=CC2=CC1)C(=O)O